(2S)-2-[4-[(E)-3-(3-Hydroxyphenyl)prop-2-enoyl]phenoxy]propanoic acid OC=1C=C(C=CC1)/C=C/C(=O)C1=CC=C(O[C@H](C(=O)O)C)C=C1